F[C@H]1CN(C[C@H]1N(C=1N=CC2=C(N1)C(=NC=N2)NC2=CC(=C(C=C2)OC2=CC1=C(N(C=N1)C)C=C2)C)C)C(=O)OC(C)(C)C tert-butyl (3S,4R)-3-fluoro-4-(methyl(8-((3-methyl-4-((1-methyl-1H-benzo[d]imidazol-5-yl)oxy)phenyl)amino)pyrimido[5,4-d]pyrimidin-2-yl)amino)pyrrolidine-1-carboxylate